C(C)(C)(C)OC(=O)N1CC(=CCC1)C1=CC(=C2C=C(NC2=C1)C(=O)OC)Cl methyl 6-(1-(tert-butoxycarbonyl)-1,2,5,6-tetrahydropyridin-3-yl)-4-chloro-1H-indole-2-carboxylate